(1S,4R)-4-aminocyclopent-2-ene-1-carboxylic acid methyl ester hydrochloride Cl.COC(=O)[C@@H]1C=C[C@@H](C1)N